4,5-dibromothiophene-3-carboxylic acid ethyl ester C(C)OC(=O)C1=CSC(=C1Br)Br